6-(benzyloxy)-6,7-dihydro-5H-indeno[5,6-b]furan C(C1=CC=CC=C1)OC1CC2=CC3=C(OC=C3)C=C2C1